O=C1NC(CCC1N1C(N(C2=C1C=CC(=C2)C2CCN(CC2)C(=O)OC(C)(C)C)C)=O)=O Tert-butyl 4-[1-(2,6-dioxo-3-piperidyl)-3-methyl-2-oxo-benzimidazol-5-yl]piperidine-1-carboxylate